2-(((3,3-dibutyl-7-methylsulfanyl-1,1-dioxo-5-phenyl-2,3,4,5-tetrahydrobenzo[b][1,4]thiazepin-8-yl)methyl)amino)succinic acid C(CCC)C1(CN(C2=C(S(C1)(=O)=O)C=C(C(=C2)SC)CNC(C(=O)O)CC(=O)O)C2=CC=CC=C2)CCCC